ClC1=CC=C2C(=CNC2=C1C1=NC=CN=C1)S(=O)(=O)NC1=NC(=C(C(=N1)OC)CC(F)F)OC 6-chloro-N-[5-(2,2-difluoroethyl)-4,6-dimethoxy-pyrimidin-2-yl]-7-pyrazin-2-yl-1H-indole-3-sulfonamide